2,2-Diethoxy-N'-hydroxyethanimidamide C(C)OC(C(N)=NO)OCC